2-Chloro-N4-(4-chloro-[3-(ethylsulfonamido)]phenyl)-5-methylpyrimidin-4-amine ClC1=NC=C(C(=N1)NC1=CC(=C(C=C1)Cl)NS(=O)(=O)CC)C